BrC=1C=CC(=NC1OC)C=O 5-bromo-6-methoxy-pyridine-2-carbaldehyde